The molecule is a neolignan isolated from the barks of Machilus robusta. It has a role as a plant metabolite. It is a neolignan and a member of guaiacols. C[C@@H](CC1=CC(=C(C=C1)O)OC)[C@H](C)CC2=CC(=C(C(=C2)OC)O[C@@H](C)[C@H](C3=CC(=C(C=C3)O)OC)O)OC